C(#N)C(C)(OC=1C=C(C(=NC1)C(=O)Cl)SCC)C 5-(1-cyano-1-methyl-ethoxy)-3-ethylsulfanyl-pyridine-2-carbonyl chloride